ethyl 2-oxo-1,2,3,4-tetrahydro-1,5-naphthyridine-3-carboxylate O=C1NC2=CC=CN=C2CC1C(=O)OCC